C(C)S(=O)(=O)OC1=NOC2=C1C=CC=C2.[Na] sodium 1-(1,2-benzoxazol-3-yl) ethane-1-sulfonate